2-(5-chloro-4-(methoxycarbonyl)-2-nitrophenyl)-2-methylmalonic acid dimethyl ester COC(C(C(=O)OC)(C)C1=C(C=C(C(=C1)Cl)C(=O)OC)[N+](=O)[O-])=O